NC=1C(=C(C=CC1)[C@H](CNC(C)(C)C)O)F (R)-1-(3-amino-2-fluorophenyl)-2-(t-butylamino)ethan-1-ol